(3-methyl-1H-pyrazol-1-yl)(2-methylpiperazin-1-yl)methanone CC1=NN(C=C1)C(=O)N1C(CNCC1)C